BrC1=CC=CC=2NC(=NC21)CCCO[Si](C2=CC=CC=C2)(C2=CC=CC=C2)C(C)(C)C 4-bromo-2-(3-((tert-butyldiphenylsilyl)oxy)propyl)-1H-benzo[d]imidazole